C(C)P1(C=CCC1)=O 1-ethyl-2-phospholene-1-oxide